COC1=C(OC2CCN(CC2)C(=O)OC(C)(C)C)C(=CC(=C1)C1=CN(C(C2=CN=CC=C12)=O)C)OC tert-butyl 4-(2,6-dimethoxy-4-(2-methyl-1-oxo-1,2-dihydro-2,7-naphthyridin-4-yl)phenoxy)piperidine-1-carboxylate